ClC1=NC2=CC(=CC=C2C(=N1)N1C[C@@H](CC1)NC(OC(C)(C)C)=O)[N+](=O)[O-] (R)-tert-butyl (1-(2-chloro-7-nitroquinazolin-4-yl)pyrrolidin-3-yl)carbamate